FC1=CC=C(CN2CC3=CC(=CC=C3C(C2)(C)C)C2=CC=C(C=C2)C(F)(F)F)C=C1 2-(4-fluorobenzyl)-4,4-dimethyl-7-(4-(trifluoromethyl)phenyl)-1,2,3,4-tetrahydroisoquinoline